1,3,5-tris(2-hydroxyethyl)-hexa-amino-s-triazine OCCN1C(N(C(N(C1(N)N)CCO)(N)N)CCO)(N)N